4-bromo-N-methoxy-N,2-dimethylthiazole-5-carboxamide BrC=1N=C(SC1C(=O)N(C)OC)C